6-(1,6-diazaspiro[3.3]heptan-6-yl)-N-[4-(2,2-dimethylpropoxy)phenyl]pyrido[3,2-d]pyrimidin-4-amine N1CCC12CN(C2)C=2C=CC=1N=CN=C(C1N2)NC2=CC=C(C=C2)OCC(C)(C)C